Cl.C(C)(C)OC=1C=CC(=NC1)O[C@H]1[C@@H](CNCC1)OC |r| (±)-Trans-5-isopropoxy-2-((3-methoxypiperidin-4-yl)oxy)pyridine-HCl